FC=1C=C(C=CC1)[Se][Se]C1=CC(=CC=C1)F bis-(3-fluorophenyl) diselenide